Di-(2-butoxyethoxyethyl)-glutarate C(CCC)OCCOCCOC(CCCC(=O)OCCOCCOCCCC)=O